N-((2,6-diisopropylphenyl)carbamoyl)-4-((3aS,4S,6S,7aR)-3a,5,5-trimethylhexahydro-4,6-methanobenzo[d][1,3,2]dioxaborol-2-yl)benzenesulfonamide C(C)(C)C1=C(C(=CC=C1)C(C)C)NC(=O)NS(=O)(=O)C1=CC=C(C=C1)B1O[C@@]2([C@H](O1)C[C@H]1C([C@@H]2C1)(C)C)C